FC1=C(C(=O)N2CCNCC2)C=C(C=C1)F 1-(2,5-difluorobenzoyl)-piperazine